O[C@H]1CN(C[C@@H]1NC=1C=C(C=2C(=C3C(=NC2N1)CCC3)C)NC)C(=O)OC(C)(C)C tert-butyl (3S,4S)-3-hydroxy-4-((5-methyl-4-(methylamino)-7,8-dihydro-6H-cyclopenta[b][1,8]naphthyridin-2-yl)amino)pyrrolidine-1-carboxylate